1-(5-((5-(dimethylamino)-3,4-dihydroxy-6-methyltetrahydro-2H-pyran-2-yl)oxy)-6-methyltetrahydro-2H-pyran-2-yl)-2-oxo-1,2-dihydropyrimidin-4-yl-4-methylhex-2-enamide CN(C1C(C(C(OC1C)OC1CCC(OC1C)N1C(N=C(C=C1)C(C(=O)N)=CC(CC)C)=O)O)O)C